5,6-dichloro-1'-(4-isopropylcyclohexyl)-1-(2-(4-methylpiperazin-1-yl)ethyl)spiro[indoline-3,4'-piperidin]-2-one ClC=1C=C2C(=CC1Cl)N(C(C21CCN(CC1)C1CCC(CC1)C(C)C)=O)CCN1CCN(CC1)C